COC1=C(C(=CC=C1)OC)P(NC(=O)N1C2=CC=C(C=C2C=2C=C(C=CC12)C(C)(C)C)C(C)(C)C)C1=C(C=CC=C1OC)OC N-(bis(2,6-dimethoxyphenyl)phosphino)-3,6-di-tert-butyl-9H-carbazole-9-carboxamide